2-amino-5-bromo-3-(2,2-difluoroethoxy)benzoic acid NC1=C(C(=O)O)C=C(C=C1OCC(F)F)Br